C[C@H]1CN(C[C@H](N1)C)C1=NC=C(C=2C1=NC=CN2)C(=O)NC=2C=C(C=1N(C2)N=C(N1)C)F 5-[(3S,5R)-3,5-dimethylpiperazin-1-yl]-N-(8-fluoro-2-methyl-[1,2,4]triazolo[1,5-a]pyridin-6-yl)pyrido[3,4-b]pyrazine-8-carboxamide